4-amino-3-(3-cyclopropyl-1-(tetrahydro-2H-pyran-2-yl)-1H-pyrazol-5-yl)-1-isopropyl-1H-pyrazolo[4,3-c]pyridine-7-carbonitrile NC1=NC=C(C2=C1C(=NN2C(C)C)C2=CC(=NN2C2OCCCC2)C2CC2)C#N